Butyl N-[(1R)-1-[(4aR,8aS)-3,4,4a,5,6,7,8,8a-octahydro-2H-quinoline-1-carbonyl]-5-(1,3-dioxoisoindolin-2-yl)pentyl]carbamate N1(CCC[C@H]2CCCC[C@H]12)C(=O)[C@@H](CCCCN1C(C2=CC=CC=C2C1=O)=O)NC(OCCCC)=O